mono-n-decylzirconium trihydroxide [OH-].[OH-].[OH-].C(CCCCCCCCC)[Zr+3]